C(C1=CC=CC=C1)[C@@H]1N(C(OC1)=O)C([C@@H](CC=1C=C(C2=C(C=CO2)C1)Br)[C@@H]1CN(CC1)C(=O)OC(C)(C)C)=O tert-butyl (R)-3-((S)-1-((S)-4-benzyl-2-oxooxazolidin-3-yl)-3-(7-bromobenzofuran-5-yl)-1-oxopropane-2-yl)pyrrolidine-1-carboxylate